CO[C@H]1C[C@H](C1)NC1=NN2C(C=N1)=C(C=C2)C=2C=C1N=CC=NC1=CC2 N-(cis-3-Methoxycyclobutyl)-5-(quinoxalin-6-yl)pyrrolo[2,1-f][1,2,4]triazin-2-amine